C(=CC)N1CCC(CC1)N1CCN(CC1)C1=CC=C(C=C1)C=1C=2N(C=C(N1)C=1C=NN(C1)C)N=CC2C#N 4-(4-(4-(1-propenylpiperidin-4-yl)piperazin-1-yl)phenyl)-6-(1-methyl-1H-pyrazol-4-yl)pyrazolo[1,5-a]pyrazine-3-carbonitrile